[4-(morpholine-4-carbonyl)piperidin-1-yl]aniline N1(CCOCC1)C(=O)C1CCN(CC1)NC1=CC=CC=C1